tert-butyl N-[1-[7-[[7-(2-amino-2-oxo-ethyl)-2-methyl-indazol-5-yl]carbamoyl]-2-methyl-indazol-4-yl]-4-piperidyl]-N-ethyl-carbamate NC(CC1=CC(=CC2=CN(N=C12)C)NC(=O)C1=CC=C(C2=CN(N=C12)C)N1CCC(CC1)N(C(OC(C)(C)C)=O)CC)=O